(S)-7-(4-(2-(benzyloxy)-5-fluorophenyl)piperidin-1-yl)-5-oxa-2-azaspiro[3.4]octane-2-carboxylic acid tert-butyl ester C(C)(C)(C)OC(=O)N1CC2(C1)OC[C@H](C2)N2CCC(CC2)C2=C(C=CC(=C2)F)OCC2=CC=CC=C2